C(C)OC(=O)C=1SC2=C(C1C(C)C)C=CC=C2C2=C(C(=CC(=C2)F)F)F 3-isopropyl-7-(2,3,5-trifluorophenyl)benzothiophene-2-carboxylic acid ethyl ester